1-(5-{[(5-chlorothiophen-2-yl)methyl]amino}-3-[1-(morpholine-4-carbonyl)piperidin-4-yl]-1H-pyrazol-1-yl)-3-hydroxy-2,2-dimethylpropan-1-one ClC1=CC=C(S1)CNC1=CC(=NN1C(C(CO)(C)C)=O)C1CCN(CC1)C(=O)N1CCOCC1